Cl[Si](Cl)(C)C 1,1-Dichlorodimethylsilan